ClC=1C=C(C=CC1F)NC(N([C@H](C)C1=CNC(C2=CC=CC=C12)=O)CC1COC(OC1)(C)C)=O (R)-3-(3-chloro-4-fluorophenyl)-1-((2,2-dimethyl-1,3-dioxan-5-yl)methyl)-1-(1-(1-oxo-1,2-dihydroisoquinolin-4-yl)ethyl)urea